Cl.N1CC(C1)N1CCCC2=CC(=CC(=C12)C1=C2C(=NC=C1)C=C(S2)CN2N=C(C=CC2=O)C)Cl 2-[[7-[1-(azetidin-3-yl)-6-chloro-3,4-dihydro-2H-quinolin-8-yl]thieno[3,2-b]pyridin-2-yl]methyl]-6-methyl-pyridazin-3-one, hydrochloride salt